(7-(6-chloro-2-fluoropyridin-3-yl)pyrazolo[1,5-a]pyridin-3-yl)(piperidin-1-yl)methanone ClC1=CC=C(C(=N1)F)C1=CC=CC=2N1N=CC2C(=O)N2CCCCC2